C(#N)C1=CC(=C(C=C1)C1=CC=C(C=C1)CCNC(OC(C)(C)C)=O)C1(CC1)C1=NC(=NC(=C1)N1CCOCC1)C tert-Butyl (2-(4'-cyano-2'-(1-(2-methyl-6-morpholinopyrimidin-4-yl)cyclopropyl)-[1,1'-biphenyl]-4-yl)ethyl)carbamate